C(C)OC(CC1=C(C(=CC=C1)O)OCOC)=O 2-(3-Hydroxy-2-(methoxymethoxy)phenyl)acetic acid ethyl ester